methyl 1-(cyclobutylmethyl)-5-iodo-4-oxo-1,4-dihydropyridine-3-carboxylate C1(CCC1)CN1C=C(C(C(=C1)I)=O)C(=O)OC